2-Amino-7-fluoro-4-(5-fluoro-3-((R)-3-((R)-3-(hydroxymethyl)-4-methylpiperazin-1-yl)pyrrolidin-1-yl)-7,9-dihydrofuro[3,4-f]quinazolin-6-yl)thieno[3,2-c]pyridine-3-carbonitrile NC1=C(C=2C(=NC=C(C2S1)F)C=1C2=C(C=3C=NC(=NC3C1F)N1C[C@@H](CC1)N1C[C@@H](N(CC1)C)CO)COC2)C#N